1,3-dioxo-6-vinyl-1H-benzo[de]isoquinolin-2(3H)-yl trifluoromethanesulfonate FC(S(=O)(=O)ON1C(C2=CC=CC=3C2=C(C1=O)C=CC3C=C)=O)(F)F